1-((imidazo[1,5-a]pyridin-6-yl)methyl)-3-((1-methyl-1H-pyrazol-4-yl)methyl)-N-(1-methylcyclopropyl)-2,4-dioxo-1,2,3,4-tetrahydrothieno[2,3-d]pyrimidine-6-sulfonamide C=1N=CN2C1C=CC(=C2)CN2C(N(C(C1=C2SC(=C1)S(=O)(=O)NC1(CC1)C)=O)CC=1C=NN(C1)C)=O